O1C(=NN=C1)C1(CCNCC1)CNC1=NC=NC(=C1F)N(CC1=CC=C(C=C1)C(F)(F)F)C1CC1 N4-((4-(1,3,4-oxadiazol-2-yl)piperidin-4-yl)methyl)-N6-cyclopropyl-5-fluoro-N6-(4-(trifluoromethyl)benzyl)pyrimidine-4,6-diamine